FC1(CC12CN(CC2)C2=NC(=CC1=C2N=C(N=C1)NC1CCC(CC1)CN(C)C)C)F 8-(1,1-difluoro-5-azaspiro[2.4]heptan-5-yl)-N-((1r,4r)-4-((dimethylamino)methyl)cyclohexyl)-6-methylpyrido[3,4-d]pyrimidin-2-amine